ClC=1C(=C(C(=O)NC)C=C(N1)Cl)I 2,6-dichloro-3-iodo-N-methylisonicotinamide